FC(C1=CC=C(C=N1)N1C(N([C@H](C1)C#N)C1=CN=CC2=CC=CC=C12)=O)F |r| Racemic-1-(6-(difluoromethyl)pyridin-3-yl)-3-(isoquinolin-4-yl)-2-oxoimidazolidine-4-carbonitrile